5-((1-(2-Aminoethyl)-6,7-dichloro-9H-carbazol-3-yl)amino)-2-chlorobenzonitrile NCCC1=CC(=CC=2C3=CC(=C(C=C3NC12)Cl)Cl)NC=1C=CC(=C(C#N)C1)Cl